FC(OC1=C(C(=C(NC=2C3=C(N=CN2)C=CC(=N3)N3[C@@H]2CN([C@H](C3)CC2)C(C=C)=O)C=C1)F)F)F 1-[(1S,4S)-5-[4-[4-(difluoromethoxy)-2,3-difluoro-anilino]pyrido[3,2-d]pyrimidin-6-yl]-2,5-diazabicyclo[2.2.2]octan-2-yl]prop-2-en-1-one